Pentaerythritol Tetrapelargonate C(CCCCCCCC)(=O)OCC(COC(CCCCCCCC)=O)(COC(CCCCCCCC)=O)COC(CCCCCCCC)=O